(5-cyclopropyl-1,3,4-oxadiazol-2-yl)methyl methanesulfonate CS(=O)(=O)OCC=1OC(=NN1)C1CC1